cis-tert-butyl 3-[2-[2-[(E)-3-(3-chloro-2-hydroxy-phenyl)-3-oxo-prop-1-enyl]-5-methoxy-4-(trifluoromethoxy)phenoxy]ethoxy]cyclobutanecarboxylate ClC=1C(=C(C=CC1)C(/C=C/C1=C(OCCO[C@H]2C[C@H](C2)C(=O)OC(C)(C)C)C=C(C(=C1)OC(F)(F)F)OC)=O)O